4-bromo-2-((3,5-dichlorophenylimino)methyl)phenol BrC1=CC(=C(C=C1)O)C=NC1=CC(=CC(=C1)Cl)Cl